O1COC2=C1C=CC(=C2)C2=NNC(=C2Cl)C2=CC(=NC=C2)Br 4-[3-(1,3-Benzodioxol-5-yl)-4-chloro-1H-pyrazol-5-yl]-2-bromopyridine